2,4-dimethylbenzo[d][1,3]dioxol-5-carboxylic acid CC1OC2=C(O1)C=CC(=C2C)C(=O)O